CC(C)CC(CCCCCCC)C 2,4-dimethylundecane